NC=1N(/C(/C(N1)=O)=C/C1=C(C=C(C(=C1)OC)Br)OC)C (E)-2-amino-5-[(4-bromo-2,5-dimethoxyphenyl)methylene]-1-methyl-2-imidazolin-4-one